O=C(CC[C@H]1NC(OC1)=O)N1CC(C1)C1=NOC(=N1)C12CC(C1)(C2)C(F)(F)F (4R)-4-[3-Oxo-3-[3-[5-[3-(trifluoromethyl)-1-bicyclo[1.1.1]pentanyl]-1,2,4-oxadiazol-3-yl]azetidin-1-yl]propyl]oxazolidin-2-one